3-((1-methyl-1H-1,2,4-triazol-3-yl)methyl)-1,3,5-triazine-2,4-dione CN1N=C(N=C1)CN1C(NC=NC1=O)=O